(3,5-bis(trifluoromethyl)phenyl)boronic acid triphenylphosphonium salt C1(=CC=CC=C1)[PH+](C1=CC=CC=C1)C1=CC=CC=C1.FC(C=1C=C(C=C(C1)C(F)(F)F)B([O-])[O-])(F)F.C1(=CC=CC=C1)[PH+](C1=CC=CC=C1)C1=CC=CC=C1